COC(=O)[C@H]1OC2(O[C@@H]1C1=C(C=C(C=C1)Cl)Cl)CCCC2 (2S,3R)-methyl-3-(2,4-dichlorophenyl)-1,4-dioxaspiro[4.4]nonane-2-carboxylate